ClCCCC1S(N(C2=C(O1)C=CC=C2)CC2=CC=C(C=C2)OC)(=O)=O 3-(3-Chloropropyl)-1-(4-methoxybenzyl)-1H-4,2,1-benzoxathiazin-2,2-dioxid